2-methoxypropanol COC(CO)C